C(C)(C)NC(=O)C1=NN2C(N=C(C=C2N2CCOCC2)N2N=CC(=C2)C2=CC=CC=C2)=C1 N-isopropyl-7-morpholino-5-(4-phenylpyrazol-1-yl)pyrazolo[1,5-a]pyrimidine-2-carboxamide